2-(3-{[(2S)-4,4-dimethylpyrrolidin-2-yl]methoxy}pyridin-4-yl)-3-[(3-fluoro-2-methoxyphenyl)amino]-1H,5H,6H,7H-pyrrolo[3,2-c]pyridin-4-one CC1(C[C@H](NC1)COC=1C=NC=CC1C1=C(C=2C(NCCC2N1)=O)NC1=C(C(=CC=C1)F)OC)C